FC(OC=1C=C(C=C(C1)F)C1=CC(=C(C=C1)N1CCC(CC1)C(=O)O)NS(=O)(=O)C1=CC(=CC=C1)C(F)(F)F)F 1-(3'-(difluoromethoxy)-5'-fluoro-3-(3-(trifluoromethyl)benzenesulfonylamino)biphenyl-4-yl)piperidine-4-carboxylic acid